3-(9H-fluoren-9-ylmethoxycarbonylamino)propanoate C1=CC=CC=2C3=CC=CC=C3C(C12)COC(=O)NCCC(=O)[O-]